C1N(CCC2=CC=CC=C12)C[C@H](CN1C(C2=CC=C(C=C2CC1)NCC1COCC1)=O)O 2-[(2R)-3-(3,4-Dihydro-1H-isochinolin-2-yl)-2-hydroxy-propyl]-6-(tetrahydrofuran-3-ylmethylamino)-3,4-dihydroisochinolin-1-on